ClC(C)OC(=O)N(C1=NC=CC=C1COC(CN(C)C(=O)OC(C)(C)C)=O)C (2-{[(1-chloroethoxy)carbonyl](methyl)amino}pyridin-3-yl)methyl-N-(tert-butoxycarbonyl)-N-methyl-glycinate